tert-butyl 4-(5-(6-(3-cyanopyrrolo[1,2-b]pyridazin-7-yl)-4-(methylamino)pyridin-3-yl)-1,3,4-thiadiazol-2-yl)piperazine-1-carboxylate C(#N)C1=CC=2N(N=C1)C(=CC2)C2=CC(=C(C=N2)C2=NN=C(S2)N2CCN(CC2)C(=O)OC(C)(C)C)NC